OC1=C(C(=CC=C1)OC)C1=CC(=NN1)NC=1N=CC(=NC1)C#N 5-[[5-(2-hydroxy-6-methoxy-phenyl)-1H-pyrazol-3-yl]amino]pyrazine-2-carbonitrile